N1=C2C(=CC(=C1)NC(OC1=CC=CC=C1)=O)CCC2 phenyl N-(6,7-dihydro-5H-cyclopenta[b]pyridin-3-yl)carbamate